CN(C(OC(C)(C)C)=O)C1CC2(CN(C2)C)C1 tert-butyl methyl(2-methyl-2-azaspiro[3.3]heptan-6-yl)carbamate